acetic acid [(2R,3S,4R,5R)-3,4-diacetoxy-5-[2-(2-methylpropanamido)-6-oxo-1H-purin-9-yl]-2-[2-[2-(2-oxoethoxy) ethoxy] ethoxymethyl] tetrahydrofuran-2-yl]-methyl ester C(C)(=O)O[C@@H]1[C@@](O[C@H]([C@@H]1OC(C)=O)N1C=2N=C(NC(C2N=C1)=O)NC(C(C)C)=O)(COCCOCCOCC=O)COC(C)=O